FC(C1=CC=2C(=NC(=NC2)SC)N2C1=NC(=N2)C)F 4-(difluoromethyl)-2-methyl-8-(methylthio)-[1,2,4]triazolo[1',5':1,6]pyrido[2,3-d]pyrimidine